S-methyl 4-methyl-4-(morpholin-4-yl)pent-2-ynethioate CC(C#CC(SC)=O)(C)N1CCOCC1